C(C1=CC=CC=C1)C1(N=C(OC(C1)(C)CC)C=1C=NC2=C(C=CC=C2C1)F)C 4-benzyl-6-ethyl-2-(8-fluoro-3-quinolyl)-4,6-dimethyl-5H-1,3-oxazine